N-(5-chlorothiazol-2-yl)-4-((2-((2-(ethylamino)ethyl)amino)-4-fluorobenzyl)oxy)-1H-indazole-1-sulfonamide ClC1=CN=C(S1)NS(=O)(=O)N1N=CC2=C(C=CC=C12)OCC1=C(C=C(C=C1)F)NCCNCC